4-Amino-1-(2,4-dimethylphenyl)-2-oxo-7-(trifluoromethyl)-1,2-dihydroquinoline-3-carboxylic acid methyl ester COC(=O)C=1C(N(C2=CC(=CC=C2C1N)C(F)(F)F)C1=C(C=C(C=C1)C)C)=O